methyl 2-(4-(5-chloro-2-(1H-tetrazol-1-yl) phenyl)-2,5-dioxapiperazin-1-yl)-4-methoxybutyrate ClC=1C=CC(=C(C1)N1CON(CO1)C(C(=O)OC)CCOC)N1N=NN=C1